m-Tolualdehyde C1(=CC(=CC=C1)C=O)C